N-(4-(((R)-1-hydroxy-4-methylpentan-2-yl)amino)-6-((S*)-2-(3,4,5-trifluorophenyl)propyl)-1,3,5-triazin-2-yl)methanesulfonamide OC[C@@H](CC(C)C)NC1=NC(=NC(=N1)C[C@H](C)C1=CC(=C(C(=C1)F)F)F)NS(=O)(=O)C |o1:15|